[Ru].[Si].[Zr] zirconium silicon ruthenium